1-[bis(4-methoxyphenyl)(phenyl)methoxy]-7-chlorohept-6-en-4-yn-3-ol COC1=CC=C(C=C1)C(OCCC(C#CC=CCl)O)(C1=CC=CC=C1)C1=CC=C(C=C1)OC